CS(=O)(=O)N1NC=CC=C1 N-methylsulfonylpyridazine